2-[1-(4,4-dimethyl-1-cyclopenten-1-yl)ethoxy]-2-methylpropyl 2-hydroxypropanoate OC(C(=O)OCC(C)(C)OC(C)C1=CCC(C1)(C)C)C